(3-(cyclopropyl(methyl)amino)phenyl)-4-hydroxy-1-isobutyl-2-oxo-1,2-dihydroquinoline-3-carboxamide C1(CC1)N(C=1C=C(C=CC1)C1=C2C(=C(C(N(C2=CC=C1)CC(C)C)=O)C(=O)N)O)C